C(N)(=N)C1=CC=C(C(=O)O)C=C1 p-guanylbenzoic acid